C(C=1C(O)=CC=CC1)=NCC(C)N=CC=1C(O)=CC=CC1 N1,N2-bis(salicylidene)-1,2-propanediamine